(2S)-3-({1-[(tert-butoxy)carbonyl]azetidin-3-yl}carbamoyl)-2-({[(9H-fluoren-9-yl)methoxy]carbonyl}amino)propanoic acid C(C)(C)(C)OC(=O)N1CC(C1)NC(=O)C[C@@H](C(=O)O)NC(=O)OCC1C2=CC=CC=C2C=2C=CC=CC12